OC=1C(C(=CC(C1)=O)O)=O 2,6-dihydroxy-1,4-benzoquinone